6'-(((1S,3S)-3-((5-(difluoromethoxy)pyrimidin-2-yl)amino)cyclopentyl)amino)-2'-(difluoromethyl)-2H-[1,3'-bipyridyl]-2-one FC(OC=1C=NC(=NC1)N[C@@H]1C[C@H](CC1)NC1=CC=C(C(=N1)C(F)F)N1C(C=CC=C1)=O)F